oxo-1-phenyl-pyridine-3-carboxamide O=NC(=O)C=1CN(C=CC1)C1=CC=CC=C1